7-chloro-6-fluoro-1-(2-isopropyl-4-methylpyridin-3-yl)-4-((1-(2,3,5,6-tetrafluoro-4-(methylthio)phenyl)azetidin-3-yl)amino)pyrido[2,3-d]pyrimidin-2(1H)-one ClC=1C(=CC2=C(N(C(N=C2NC2CN(C2)C2=C(C(=C(C(=C2F)F)SC)F)F)=O)C=2C(=NC=CC2C)C(C)C)N1)F